CC1=NC(=C(C2=CC=CC=C12)C(F)(F)F)N 1-methyl-4-(trifluoromethyl)isoquinolin-3-amine